5-fluoro-4-(4-(4-methylpiperazin-1-yl)piperidin-1-yl)-2,3-dihydrobenzofuran-7-amine FC=1C=C(C2=C(CCO2)C1N1CCC(CC1)N1CCN(CC1)C)N